BrC=1C=NN(C1)CC1=CC=C(S1)C1=NOC(=N1)C(F)(F)F 3-[5-[(4-bromo-1H-pyrazol-1-yl)methyl]-2-thienyl]-5-(trifluoromethyl)-1,2,4-oxadiazole